(S)-ethyl 2-amino-3-methylbutanoate N[C@H](C(=O)OCC)C(C)C